C(C=C)(=O)OCCC1COC1 3-acryloxyethyloxetane